C1(=CC=CC=C1)CCCC1=CC=CC=C1 1,3-diphenyl-propane